(S)-N-[(2-chlorophenyl)methylidene]-2-methylpropane-2-sulfinamide ClC1=C(C=CC=C1)C=N[S@@](=O)C(C)(C)C